CC(=CCCC(/C=C/CC=C)=C)C (E)-10-Methyl-6-methylenundeca-1,4,9-trien